FC(C(=O)O)(F)F.O=C1N(CC2=C1OC1=C2C=CC(=C1)C=1CCNCC1)C1C(NC(CC1)=O)=O 3-(3-oxo-6-(1,2,3,6-tetrahydropyridin-4-yl)-1H-benzofuro[2,3-c]pyrrol-2(3H)-yl)piperidine-2,6-dione trifluoroacetate